2',2''-[1,4-phenylenedi(methyleneoxy)]di([1,1'-binaphthyl]-2-ol) C1(=CC=C(C=C1)COC1=C(C2=CC=CC=C2C=C1)C=1C(=CC=C2C=CC=CC12)O)COC1(C(=C2C=CC=CC2=CC1)C1=CC=CC2=CC=CC=C12)O